(S)-9-bromo-10-chloro-8-fluoro-6-(((2R,7aS)-2-fluorotetrahydro-1H-pyrrolizin-7a(5H)-yl)methoxy)-2,3,12,12a-tetrahydro-1H-pyrrolo[2',1':3,4][1,4]oxazepino[5,6,7-de]quinazoline BrC=1C(=CN2C1[C@@H](OC=1C=3C2NCNC3C=CC1OC[C@]13CCCN3C[C@@H](C1)F)F)Cl